Methyl 7-(1,1,1-trifluoro-2-((methylsulfonyl)oxy)-4-(trimethylsilyl)butan-2-yl)quinoline-4-carboxylate FC(C(CC[Si](C)(C)C)(OS(=O)(=O)C)C1=CC=C2C(=CC=NC2=C1)C(=O)OC)(F)F